COC=1C=C(C=CC1OC)C1=CN(C2=CC(=CC=C12)NC(C1=CC(=C(C=C1)C)C#CC1=CN=C2N1N=CC=C2)=O)C N-(3-(3,4-Dimethoxyphenyl)-1-methyl-1H-indol-6-yl)-3-(imidazo[1,2-b]pyridazin-3-ylethynyl)-4-methylbenzamide